[C@@H]12N(C[C@@H](NC1)C2)C=2C=CC=1N=CN=C(C1N2)NC=2C=NC=C(C2)C(F)(F)F 6-[(1S,4S)-2,5-diazabicyclo[2.2.1]heptan-2-yl]-N-[5-(trifluoromethyl)-3-pyridyl]pyrido[3,2-d]pyrimidin-4-amine